ClC1=CC(=NC(=C1C(=O)O)N1CCCC1)Cl 4,6-dichloro-2-(pyrrolidin-1-yl)nicotinic acid